3-(2-ethoxy-2-oxoethylidene)-1-(2-isopropylphenyl)cyclobutane-1-carboxylic acid C(C)OC(C=C1CC(C1)(C(=O)O)C1=C(C=CC=C1)C(C)C)=O